C12OCCN(C2C1)C1=NC=C(C(=N1)N)F 2-(2-oxa-5-azabicyclo[4.1.0]hept-5-yl)-5-fluoropyrimidin-4-amine